ethyl (2-amino-1-phenylethyl)phenylalaninate NCC(C1=CC=CC=C1)N[C@@H](CC1=CC=CC=C1)C(=O)OCC